2,3-dimethyl-1,4-bis(2-methoxyethoxy)naphthalene CC1=C(C2=CC=CC=C2C(=C1C)OCCOC)OCCOC